O=C1NC(CCC1C1=NN(C2=C(C=CC=C12)N1CCN(CC1)CC1CCN(CC1)C(=O)OC(C)(C)C)C)=O tert-butyl 4-((4-(3-(2,6-dioxopiperidin-3-yl)-1-methyl-1H-indazol-7-yl)piperazin-1-yl)methyl)piperidine-1-carboxylate